ClC=1C(=CC(N(C1)C)=O)O 5-Chloro-4-hydroxy-1-methyl-2(1H)pyridone